N-((3-methoxythiophen-2-yl)methyl)-2-(2-(pyridin-2-yl)-11-oxadispiro[3.1.46.34]tridecan-2-yl)ethan-1-amine COC1=C(SC=C1)CNCCC1(CC2(C1)CC1(CCCC1)OCC2)C2=NC=CC=C2